2-((3,3-dimethyl-1-(methylsulfonyl)piperidin-4-yl)amino)-8-((1R,2R)-2-hydroxy-2-methylcyclopentyl)-6-iodopyrido[2,3-d]pyrimidin-7(8H)-one CC1(CN(CCC1NC=1N=CC2=C(N1)N(C(C(=C2)I)=O)[C@H]2[C@](CCC2)(C)O)S(=O)(=O)C)C